rac-4-[2-(2,2-difluoroethoxy)phenyl]-2-[4-(2-hydroxypropan-2-yl)phenyl]-6-(oxan-3-yl)-2,3-dihydro-1H-pyrrolo[3,4-c]pyridin-1-one FC(COC1=C(C=CC=C1)C1=NC(=CC2=C1CN(C2=O)C2=CC=C(C=C2)C(C)(C)O)[C@@H]2COCCC2)F |r|